C(#N)C=1C=C(C=NC1N1N=CC=N1)NC(=O)C1=C(C(=NS1)C1CN(C1)C)C(F)(F)F N-[5-cyano-6-(1,2,3-triazol-2-yl)pyridin-3-yl]-3-(1-methylazetidin-3-yl)-4-(trifluoromethyl)-1,2-thiazole-5-carboxamide